6-benzylamino-1,3,5-triazine-2,4-dithiol C(C1=CC=CC=C1)NC1=NC(=NC(=N1)S)S